O=C1N(CCC1)[C@H](C(=O)N)CC |r| (S)- and (R)-2-(2-oxopyrrolidin-1-yl)butaneamide